4-((1-(4-(2-(2-aminopyridin-3-yl)-5-(5-cyano-1-methyl-1H-pyrrol-3-yl)-3H-imidazo[4,5-b]pyridin-3-yl)benzyl)piperidin-4-yl)amino)pyrimidine-2-carbonitrile NC1=NC=CC=C1C1=NC=2C(=NC(=CC2)C2=CN(C(=C2)C#N)C)N1C1=CC=C(CN2CCC(CC2)NC2=NC(=NC=C2)C#N)C=C1